trans-4-((4-(1-Isopropyl-1H-pyrazol-4-yl)pyridin-2-yl)((trans-4-(5-methoxy-6-methylpyridin-2-yl)cyclohexyl)methyl) carbamoyl)cyclohexyl 3-isopropoxyazetidine-1-carboxylate C(C)(C)OC1CN(C1)C(=O)O[C@@H]1CC[C@H](CC1)C(N(C[C@@H]1CC[C@H](CC1)C1=NC(=C(C=C1)OC)C)C1=NC=CC(=C1)C=1C=NN(C1)C(C)C)=O